C1=CC=CC=2C3=CC=CC=C3C(C12)CC(NCCCOCCOCCOCCCNC(C1=CC(=CC=C1)S(NC=1C=CC=C2C(=CNC12)Cl)(=O)=O)=O)=O N-(1-(9H-fluoren-9-yl)-2-oxo-7,10,13-trioxa-3-azahexadecan-16-yl)-3-(N-(3-chloro-1H-indol-7-yl)sulfamoyl)benzamide